5-Hydroxy-2-phenyl-7-((6-(3,4,5-trimethylphenyl-amino)-2-methylpyrimidin-4-yl)oxy)-4H-chromen-4-one OC1=C2C(C=C(OC2=CC(=C1)OC1=NC(=NC(=C1)NC1=CC(=C(C(=C1)C)C)C)C)C1=CC=CC=C1)=O